(E)-1-(4-bromo-2,5-difluorophenyl)-3-(dimethylamino)but-2-en-1-one BrC1=CC(=C(C=C1F)C(\C=C(/C)\N(C)C)=O)F